C([2H])([2H])([2H])N(CCN(C1=CC(=C(C=C1[N+](=O)[O-])NC(OC(C)(C)C)=O)OC)C)C([2H])([2H])[2H] tert-butyl (4-((2-(bis(methyl-d3)amino)ethyl)(methyl)amino)-2-methoxy-5-nitrophenyl)carbamate